CC1=CCC(C(C1OC(C)OC(COC=C)C)C)C 1,4,5-trimethyl-6-[1-(1-methyl-2-vinyloxy-ethoxy)ethoxy]cyclohexene